2-(4-((4-((5-amino-2-fluorophenyl)amino)-5-(4-(trifluoromethyl)phenyl)pyrimidin-2-yl)amino)-1H-pyrazol-1-yl)-2-methylpropanenitrile NC=1C=CC(=C(C1)NC1=NC(=NC=C1C1=CC=C(C=C1)C(F)(F)F)NC=1C=NN(C1)C(C#N)(C)C)F